Aluminum magnesium boron [B].[Mg].[Al]